FC1=C(C=C(C(=C1)C)C1=CC(=NC(=C1)N1CCOCC1)C)NC(=O)N1C[C@@H](CC1)CC(F)(F)F (3S)-N-{2-fluoro-4-methyl-5-[2-methyl-6-(morpholin-4-yl)pyridin-4-yl]phenyl}3-(2,2,2-trifluoroethyl)pyrrolidine-1-carboxamide